FC(C=1C=C(C=NC1)OC1CC2(CN(C2)C(=O)N2CC3(C2)NC(CC3)=O)C1)(F)F 2-[6-[[5-(trifluoromethyl)-3-pyridyl]oxy]-2-azaspiro[3.3]heptane-2-carbonyl]-2,5-diazaspiro[3.4]octan-6-one